C(C1=CC=CC=C1)OC(=O)NCCCC[C@@H](COC1=C(C(=O)OC)C=CC(=C1)Br)NC(=O)OC(C)(C)C Methyl (S)-2-((6-(((benzyloxy)carbonyl)amino)-2-((tert-butoxycarbonyl)amino)hexyl)oxy)-4-bromobenzoate